BrC1=C(C(=O)NNC(C2=C(C=C(C=C2)C2=NOC(C2)(C(F)(F)F)C2=CC(=CC(=C2)Cl)Cl)C)=O)C=CC(=C1)F 2-bromo-N'-(4-(5-(3,5-dichlorophenyl)-5-(trifluoromethyl)-4,5-dihydroisoxazol-3-yl)-2-methylbenzoyl)-4-fluorobenzoyl-hydrazine